N-(2-fluoro-4-(2-(1-methyl-1H-pyrazol-4-yl)-3H-imidazo[4,5-b]pyridin-7-yl)benzyl)-5-methyl-1H-pyrazolo[3,4-b]pyridin-3-amine FC1=C(CNC2=NNC3=NC=C(C=C32)C)C=CC(=C1)C1=C3C(=NC=C1)NC(=N3)C=3C=NN(C3)C